(2R,3S)-3-(2-((2,6-dichlorophenyl)amino)-4,5-dihydro-1H-imidazole-1-carbonyl)-2-((1-methyl-1H-imidazol-5-yl)methyl)pentyl butyrate C(CCC)(=O)OC[C@@H]([C@H](CC)C(=O)N1C(=NCC1)NC1=C(C=CC=C1Cl)Cl)CC1=CN=CN1C